1-(4-(4-amino-1-(azetidin-3-yl)-1H-pyrazolo[3,4-d]pyrimidin-3-yl)-2-fluorophenyl)-3-(4-((1-methylpiperidin-4-yl)oxy)-3-(trifluoromethyl)phenyl)urea NC1=C2C(=NC=N1)N(N=C2C2=CC(=C(C=C2)NC(=O)NC2=CC(=C(C=C2)OC2CCN(CC2)C)C(F)(F)F)F)C2CNC2